6-[(4-hydroxybutyl)amino]2-hexyldecanoate OCCCCNC(CCCC(C(=O)[O-])CCCCCC)CCCC